1-[(2,5-dimethyl-pyrazol-3-yl)meth-yl]-4-[5-isobutyl-2-(2H-tetrazol-5-yl)-phenyl]piperazine CN1N=C(C=C1CN1CCN(CC1)C1=C(C=CC(=C1)CC(C)C)C=1N=NNN1)C